N-((3-chloro-2,6-diisopropylphenyl)carbamoyl)-4-hydroxy-5,6,7,8-tetrahydro-4H-5,8-methanocyclohepta[b]furan-2-sulfonamide ClC=1C(=C(C(=CC1)C(C)C)NC(=O)NS(=O)(=O)C1=CC2=C(O1)C1CCC(C2O)C1)C(C)C